BrC=1C=C2C(=NC1O[C@@H]1[C@H](COCC1)NS(=O)(=O)C1=CC=C(C=C1)C)N(C=C2)COCC[Si](C)(C)C N-[(3S,4S)-4-[(5-bromo-1-{[2-(trimethylsilyl)ethoxy]methyl}pyrrolo[2,3-b]pyridin-6-yl)oxy]oxan-3-yl]-4-methylbenzenesulfonamide